1,4-bis(diphenylphosphino)butane platinum chloride [Pt](Cl)Cl.C1(=CC=CC=C1)P(CCCCP(C1=CC=CC=C1)C1=CC=CC=C1)C1=CC=CC=C1